C1(CC1)S(=O)(=O)OC=1C=NC(=NC1)C=1C=NN(C1C(=O)O)C 4-(5-((cyclopropanesulfonyl)oxy)pyrimidin-2-yl)-1-methyl-1H-pyrazole-5-carboxylic acid